3-(Benzyl(methyl)amino)-N-((1,2,3,5,6,7-hexahydro-s-indacen-4-yl)carbamoyl)propane-1-sulfonamide, potassium salt [K].C(C1=CC=CC=C1)N(CCCS(=O)(=O)NC(NC1=C2CCCC2=CC=2CCCC12)=O)C